NC1=C2C(NC=N1)=NC=C2 4-aminopyrrolo[2,3-d]pyrimidine